C(#N)C1=CC=C2C(=N1)C=CN2C[C@](C(=O)NC2=CC(=C(C=C2)C#N)C(F)(F)F)(C)O (S)-3-(5-cyano-1H-pyrrolo[3,2-b]pyridin-1-yl)-N-(4-cyano-3-(trifluoromethyl)phenyl)-2-hydroxy-2-methylpropanamide